[N+](=O)([O-])C1=CC=C2CCN(C2=C1)C(CCCCCCCC(=O)O)=O 9-(6-nitroindolin-1-yl)-9-oxononanoic acid